N-[(1S)-1-methylpropan-2-ynyl]-5-(2-pyridinyl)thiophene-2-sulfonamide C[C@@H](C#C)NS(=O)(=O)C=1SC(=CC1)C1=NC=CC=C1